tert-butyl 4-((4-(5-(4-(trifluoromethyl)phenoxy)pentyl)phenyl)carbamoyl)piperazine-1-carboxylate FC(C1=CC=C(OCCCCCC2=CC=C(C=C2)NC(=O)N2CCN(CC2)C(=O)OC(C)(C)C)C=C1)(F)F